2-[3-(Methylamino)-1-(thiophen-2-yl)propyl]naphthalen CNCCC(C=1SC=CC1)C1=CC2=CC=CC=C2C=C1